BrC1=CC=C2N=CC(=NC2=C1)OC1CC2(CN(C2)C(=O)OC(C)(C)C)C1 tert-butyl 6-(7-bromoquinoxalin-2-yl)oxy-2-azaspiro[3.3]heptane-2-carboxylate